C(C1=CC=CC=C1)C1=C(C=CC(=C1)C)NC(CBr)=O N-(2-benzyl-4-methylphenyl)-2-bromoacetamide